methyl (1-fluorovinyl) disulfide FC(=C)SSC